C(C)(C)N1N=CC(=C1)C1=CC(=NC=C1)N(C(=O)C1CCC(CC1)NC(OC(C)(C)C)=O)CC12CCC(CC1)(CC2)C2=CC(=C(C=C2)OC)C tert-Butyl (4-((4-(1-isopropyl-1H-pyrazol-4-yl)pyridine-2-yl)((4-(4-methoxy-3-methylphenyl)bicyclo[2.2.2]octan-1-yl)methyl)carbamoyl)cyclohexyl)trans-carbamate